C(=C)C=1C(=C(C=CC1N)C1=CC=C(C=C1)N)C=C divinyl-4,4'-diaminobiphenyl